3-(7-(2-(cyclohexylamino)-2-oxoethoxy)naphthalen-2-yl)-3-(2,2-dimethylbenzo[d][1,3]dioxol-5-yl)propanoic acid C1(CCCCC1)NC(COC1=CC=C2C=CC(=CC2=C1)C(CC(=O)O)C1=CC2=C(OC(O2)(C)C)C=C1)=O